CN1CCN(CC1)CCC 1-(4-methylpiperazin-1-yl)propan